C(C1=CC=CC=C1)OC(=O)N1C[C@@H]([C@@H](C1)CC)C(=O)[O-] (3R,4S)-1-((benzyloxy) carbonyl)-4-ethylpyrrolidine-3-carboxylate